(2S)-2-amino-N-(5-(1-(5,5-difluoro-2-carbonyltetrahydropyrimidin-1(2H)-yl)-2-methoxyethyl)thiazol-2-yl)-2-((trans)-4-methylcyclohexyl)acetamide N[C@H](C(=O)NC=1SC(=CN1)C(COC)N1C(NCC(C1)(F)F)=C=O)[C@@H]1CC[C@H](CC1)C